2-(3-fluorophenyl)-N-((2S)-1-oxo-1-(((2S)-5,5,5-trifluoro-1-hydroxy-1-(thiazol-2-yl)pentan-2-yl)amino)propan-2-yl)thiazole-5-carboxamide FC=1C=C(C=CC1)C=1SC(=CN1)C(=O)N[C@H](C(N[C@H](C(C=1SC=CN1)O)CCC(F)(F)F)=O)C